NC1=NC=CC(=N1)C1=C(N=C(S1)C1NCCCC1)C=1C(=C(C=CC1)NS(=O)(=O)C1=C(C=CC(=C1)F)F)F N-{3-[5-(2-aminopyrimidin-4-yl)-2-piperidin-2-yl-thiazol-4-yl]-2-fluorophenyl}-2,5-difluorobenzenesulfonamide